FC([C@](COS(=O)(=O)C1=CC2=CC=CC=C2C=C1)(O)C)(F)F (2S)-1,1,1-trifluoro-2-methyl-3-[(naphthalene-2-sulfonyl)oxy]propan-2-ol